ONC(C(C1=C(NC2=CC=CC=C12)C1=CC=CC=C1)C1=CC=CC=C1)=O N-hydroxy-2-phenyl-2-(2-phenyl-1H-indol-3-yl)acetamide